1'-(2-chloro-4-fluorophenyl)-2-(2-ethoxypyridin-3-yl)-7-[[(2R)-pyrrolidin-2-yl]methyl]spiro[6,8-dihydro-1,7-naphthyridine-5,4'-piperidine] ClC1=C(C=CC(=C1)F)N1CCC2(CC1)C=1C=CC(=NC1CN(C2)C[C@@H]2NCCC2)C=2C(=NC=CC2)OCC